BrC=1C=C2C(C(N(C2=CC1)C)=O)(CC(=O)C1=CC2=CC=CC=C2C=C1)O 5-bromo-3-hydroxy-1-methyl-3-(2-(naphthalen-2-yl)-2-oxoethyl)indol-2-one